C(C)(C)C1=CC=C(CC(C=O)C)C=C1 p-isopropyl-α-methyl-hydrocinnamaldehyde